COC1=NC(=NC(=C1)OC)NC(NS(=O)(=O)C1=C(C(=NN1C)Cl)C(=O)OC)=O 3-(4,6-dimethoxypyrimidin-2-yl)-1-(1-methyl-3-chloro-4-methoxyformylpyrazol-5-yl)sulfonylurea